C(C)(C)(C)OC(=O)N1C[C@H](CC=C1C=1C=CC2=C(OC3(CC3)C(N2)=O)C1)C (S)-3-Methyl-6-(3-oxo-3,4-dihydrospiro[benzo[b][1,4]oxazine-2,1'-cyclopropane]-7-yl)-3,4-dihydropyridine-1(2H)-carboxylic acid tert-butyl ester